2-[1-[3-(2,6-dioxo-3-piperidyl)-5-fluorophenyl]-4-piperidyl]-acetaldehyde O=C1NC(CCC1C=1C=C(C=C(C1)F)N1CCC(CC1)CC=O)=O